CC1(OC(C(C(O1)=O)=CNC=1C=CC=C2C=CC(=NC12)C1=CC=CC=C1)=O)C 2,2-dimethyl-5-(((2-phenylquinolin-8-yl)amino)methylene)-1,3-dioxane-4,6-dione